bi1e-naphthalene C1(=CC=CC2=CC=CC=C12)C1=CC=CC2=CC=CC=C12